NC=1C=C2C(N(C(C2=CC1)=O)CC1=CC2=C(NC(O2)=O)C=C1)CC1=CC=CC=C1 6-((5-amino-3-benzyl-1-oxoisoindolin-2-yl)methyl)benzo[d]oxazol-2(3H)-one